(S)-2-(3-(5-(trifluoromethyl)pyridin-2-yloxy)pyrrolidin-1-yl)aniline FC(C=1C=CC(=NC1)O[C@@H]1CN(CC1)C1=C(N)C=CC=C1)(F)F